FC=1C=C(C=CC1F)C1(CC1)OCC(=O)N1CC2N(C(C1)C2)C2=NC=C(C#N)C=C2 6-(3-(2-(1-(3,4-difluorophenyl)cyclopropoxy)acetyl)-3,6-diazabicyclo[3.1.1]heptan-6-yl)nicotinonitrile